C(CC)[N+](C)(C)C.C(C=C)(=O)[NH-] acrylamide propyltrimethylammonium salt